C1C2C3CC(C(C3C1CC2O)O)O octahydro-4,7-methylene-1H-indene-1,2,5-triol